DIHYDROCYCLOPENTA-ISOQUINOLINE-SULFONAMIDE C1(NCC=C2C=CC=3C(=C12)C=CC3)S(=O)(=O)N